C(C)(C)(C)NC(COC1=CC(=CC=C1)C(N)=NO)=O N-(tert-Butyl)-2-(3-(N'-hydroxycarbamimidoyl)phenoxy)acetamide